3',5'-bis(carbazol-9-yl)-[1,1'-biphenyl] C1=CC=CC=2C3=CC=CC=C3N(C12)C=1C=C(C=C(C1)N1C2=CC=CC=C2C=2C=CC=CC12)C1=CC=CC=C1